(3aS,5aS,8R,8aS,9R,10aS)-9-(tert-butyl)-9-hydroxy-6-(oxetan-3-yl)-2,4,7-trioxooctahydro-4H,9H-furo[3'',2'':2',3']cyclopenta[1',2':3,4]furo[2,3-b]pyrrol-8-yl benzoate C(C1=CC=CC=C1)(=O)O[C@@H]1[C@@]23[C@@H](N(C1=O)C1COC1)OC([C@]21[C@H](C[C@@]3(O)C(C)(C)C)OC(C1)=O)=O